1,4-(epoxymethano)fluorene-4-carboxylate C=12C=CC(C3=C4C=CC=CC4=CC13)(CO2)C(=O)[O-]